N(=[N+]=[N-])CCOCCOCCOCCNC(=O)C1=CC(=C(C=C1)NC(CI)=O)NC(CI)=O N,N'-(4-((2-(2-(2-(2-azidoethoxy)ethoxy)ethoxy)-ethyl)carbamoyl)-1,2-phenylene)bis(2-iodoacetamide)